2-(4-chlorobenzoyl)-3-fluoro-5-(1-(4-fluorotetrahydro-2H-pyran-4-yl)-1-hydroxypropyl)benzoic acid ClC1=CC=C(C(=O)C2=C(C(=O)O)C=C(C=C2F)C(CC)(O)C2(CCOCC2)F)C=C1